N1C(=CC2=CC=CC=C12)CN1CCN(CC1)C(=O)OCCCC butyl 4-((1H-indol-2-yl)methyl)piperazine-1-carboxylate